COC(=O)C=1N=NC=CC1.ClC1=C2C(=NC=C1)NCC2(CC)C=2C=C(C=CC2)N2C(CN(CC2)S(=O)(=O)C=C)=O 1-(3-{4-chloro-3-ethyl-1H-pyrrolo[2,3-b]pyridin-3-yl}phenyl)-4-(ethenesulfonyl)piperazin-2-one methyl-pyridazine-3-carboxylate